C1(CCCCC1)C=1C=CC(=NC1)CN(C(=O)[C@@H]1N(CC1)S(=O)(=O)C1=C(C(=C(C(=C1F)F)F)F)F)C1=C(C=C(C(=O)O)C=C1)F (R)-4-(N-((5-cyclohexylpyridin-2-yl)methyl)-1-((perfluorophenyl)sulfonyl)azetidine-2-carboxamido)-3-fluorobenzoic acid